(2S,3S,4S,5S)-3-(3,4-difluoro-2-methoxy-phenyl)-5-isopropyl-4-methyl-tetrahydrofuran-2-carboxylic acid tert-butyl ester C(C)(C)(C)OC(=O)[C@H]1O[C@H]([C@H]([C@H]1C1=C(C(=C(C=C1)F)F)OC)C)C(C)C